N1=CC(=C2OCCCN21)C2=CN1C(S2)=C(C=N1)C(=O)NC=1C(=NC=C(C1)C(NCC1N(CCC1)C)=O)C 2-(6,7-dihydro-5H-pyrazolo[5,1-b][1,3]oxazin-3-yl)-N-(2-methyl-5-(((1-methylpyrrolidin-2-yl)methyl)carbamoyl)pyridin-3-yl)pyrazolo[5,1-b]thiazole-7-carboxamide